BrC=1C=C2C=NN(C2=C(C1)C(=O)N)COCC[Si](C)(C)C 5-bromo-1-(2-trimethylsilylethoxymethyl)indazole-7-carboxamide